2,6-dimethylpiperazine-1-carboxamide CC1N(C(CNC1)C)C(=O)N